3-(4-((4-pyrrolidin-1-ylpiperidinyl)methyl)phenyl)-1H-1,2,4-triazole-3,5-diamine N1(CCCC1)C1CCN(CC1)CC1=CC=C(C=C1)C1(NNC(=N1)N)N